CC=1NC(=CN1)C 2,5-dimethyl-1H-imidazole